C(C)(C)(C)OC(=O)N1C(CC(=CC1)OS(=O)(=O)C(F)(F)F)C.CC1=NC2=CC=C(C=C2C=C1)C1CCNCC1 2-Methyl-6-(piperidin-4-yl)quinoline tert-butyl-2-methyl-4-(((trifluoromethyl)sulfonyl)oxy)-3,6-dihydropyridine-1(2H)-carboxylate